N1=C(C=C2N1C=CC=C2)C2N(CCC1=C2N=CN1)C1=NC=C(C=N1)C(=O)N1CCCC1 (2-(4-(pyrazolo[1,5-a]pyridin-2-yl)-1,4,6,7-tetrahydro-5H-imidazo[4,5-c]pyridin-5-yl)pyrimidin-5-yl)(pyrrolidin-1-yl)methanone